CC=1C(C(C(CC1)C)(C)C)C=CCC 4-(2,5,6,6-tetramethylcyclohex-2-en-1-yl)but-3-en